FC1=C(C=CC(=C1)F)[C@H](C)NC(CC=1C(NC2=CC=NC(=C2C1)OC)=O)=O N-[(1S)-1-(2,4-difluorophenyl)ethyl]-2-(5-methoxy-2-oxo-1H-1,6-naphthyridin-3-yl)acetamide